CC(C(=O)NC1=NC=C(C=C1)C1=CC=CC=C1)C 2-methyl-N-(5-phenyl-2-pyridyl)propionamide